3-amino-N-{2-[3-amino-4-(2-methoxypropoxy)pyrrolidin-1-yl]-4-fluoro-5,6,7,8-tetrahydroquinolin-6-yl}-4,6-dimethylthieno[2,3-b]pyridine-2-carboxamide NC1=C(SC2=NC(=CC(=C21)C)C)C(=O)NC2CC=1C(=CC(=NC1CC2)N2CC(C(C2)OCC(C)OC)N)F